N-(2-fluorophenyl)-7-(6-(4-methylpiperazin-1-yl)pyridin-3-yl)quinazolin-4-amine FC1=C(C=CC=C1)NC1=NC=NC2=CC(=CC=C12)C=1C=NC(=CC1)N1CCN(CC1)C